OC=1C=C(C=O)C=C(C1O)O 3,4,5-Trihydroxybenzaldehyd